2-(((2,3-dihydrobenzofuran-6-yl)methyl)(1-(3-fluoropyridin-2-yl)ethyl)amino)-2-oxoacetic acid O1CCC2=C1C=C(C=C2)CN(C(C(=O)O)=O)C(C)C2=NC=CC=C2F